2',5-dichloro-N-(5-chloro-6-methoxypyridin-3-yl)-2,4'-difluoro-[1,1'-biphenyl]-4-carboxamide ClC1=C(C=CC(=C1)F)C1=C(C=C(C(=C1)Cl)C(=O)NC=1C=NC(=C(C1)Cl)OC)F